7-{3-[(3-hydroxypropoxy)imino]azetidin-1-yl}-5-methyl-4-oxo-1-(1,3-thiazol-2-yl)-1,4-dihydro-1,8-naphthyridine-3-carboxylic acid OCCCON=C1CN(C1)C1=CC(=C2C(C(=CN(C2=N1)C=1SC=CN1)C(=O)O)=O)C